CN(C1=CC=C(C=2N1C(=CN2)C#N)C=2C=1N(C(=NC2)NCC2=C(C=CC3=C2CCO3)F)C=NN1)C 5-(dimethylamino)-8-(5-(((5-fluoro-2,3-dihydrobenzofuran-4-yl)methyl)amino)-[1,2,4]triazolo[4,3-c]pyrimidin-8-yl)imidazo[1,2-a]pyridine-3-carbonitrile